[Br-].CC1C[NH2+]CC1 3-methyl-pyrrolidinium bromide